NC=1C=NN(C1C(=O)O)C 4-AMINO-1-METHYL-1H-PYRAZOLE-5-CARBOXYLIC ACID